(2-methoxyethoxy)-7-(3-(pyrrolidin-1-ylmethyl)benzyl)imidazo[2,1-f][1,2,4]triazin-4-amine COCCOC1=NN2C(C(=N1)N)=NC=C2CC2=CC(=CC=C2)CN2CCCC2